tri-n-decylammonium C(CCCCCCCCC)[NH+](CCCCCCCCCC)CCCCCCCCCC